COC=1C=C2C=NN(C2=CC1)C1=CC=C(CNS(=O)(=O)N)C=C1 N-(4-(5-methoxy-1H-indazol-1-yl)benzyl)sulfamide